C1N(CCC12CNCCC2)CC2=CC=C(C=C2)N2N=C1C(=CC=CC1=C2)C(=O)N 2-[4-(2,7-diazaspiro[4.5]dec-2-ylmethyl)phenyl]-2H-indazole-7-carboxamide